2-(1H-7-Azabenzotriazol-1-yl)-1,1,3,3-tetramethyl-uronium N1(N=NC2=C1N=CC=C2)OC(=[N+](C)C)N(C)C